C(C)(=O)O.C(C)(=O)O.C(CC(C)=O)=O 1,3-butanedial diacetate